CC1=C(C=CC=C1)P(C1=C(C=CC=C1)C)C1=C(C=CC=C1)C tris(2-methylphenyl)-phosphine